FC1([C@H](C1)CC=1C=C(C(=C(C1)N1C[C@@H](N(CC1)CC=1SC(=NN1)C)C)C1=NN=NN1)F)F 2-(((S)-4-(5-(((S)-2,2-difluorocyclopropyl)methyl)-3-fluoro-2-(1H-tetrazol-5-yl)phenyl)-2-methylpiperazin-1-yl)methyl)-5-methyl-1,3,4-thiadiazole